COCCOCC(=O)OCCN1N=NN=C1SC1=C(C=C(C=C1)[N+](=O)[O-])C(NC1=NC=C(C=C1F)C(C(C(F)(F)F)(F)F)(F)F)=O 2-[5-[2-[[3-fluoro-5-(1,1,2,2,3,3,3-heptafluoropropyl)-2-pyridyl]carbamoyl]-4-nitro-phenyl]sulfanyltetrazol-1-yl]ethyl 2-(2-methoxyethoxy)acetate